C=CCCCC(CCCCCCC)OC(=O)N[C@@H](CC(C)C)C(=O)OC methyl ((tridec-1-en-6-yloxy)carbonyl)-L-leucinate